2,4,5-trimethoxybromobenzene COC1=C(C=C(C(=C1)OC)OC)Br